FC1(CC(C1)C(O)C1=CC=2C(=NC(=CC2)C=2C=NC=NC2)S1)F (3,3-difluorocyclobutyl)(6-(5-pyrimidinyl)thieno[2,3-b]pyridin-2-yl)methanol